C(C1=CC=CC=C1)(C1=CC=CC=C1)N1CC2N(C(C1)C2)CC=2C=C1C(N(C(C1=CC2)=O)C2C(NC(CC2)=O)=O)=O 5-((3-benzhydryl-3,6-diazabicyclo[3.1.1]heptane-6-yl)methyl)-2-(2,6-dioxopiperidin-3-yl)isoindoline-1,3-dione